(R)-Isobutylglutarimide C(C(C)C)[C@@H]1C(=O)NC(CC1)=O